1-bromo-3-chloropropan-2-one BrCC(CCl)=O